N-[(1R)-2-amino-1-phenylethyl]-4-[[3-(2,3-difluoro-4-methoxyphenyl)imidazo[1,2-a]pyrazin-8-yl]amino]-2-ethylbenzamide NC[C@@H](C1=CC=CC=C1)NC(C1=C(C=C(C=C1)NC=1C=2N(C=CN1)C(=CN2)C2=C(C(=C(C=C2)OC)F)F)CC)=O